C(C)C=1C(=[Si](C=CC1)CC)CC triethylsilainine